(5S)-5-cyclopropyl-5-((R)-(3-(5,6-dichloro-isoindolin-2-yl)-2-methyl-3-oxopropyl))imidazolidine-2,4-dione C1(CC1)[C@]1(C(NC(N1)=O)=O)C[C@H](C(=O)N1CC2=CC(=C(C=C2C1)Cl)Cl)C